p-Trifluoromethyl-benzonitrile FC(C1=CC=C(C#N)C=C1)(F)F